(4-methoxybenzyl)-2,4-bis(methylthio)pyrimidine COC1=CC=C(CC=2C(=NC(=NC2)SC)SC)C=C1